N1N=C(C=2CCC3(CC12)CC3)C(=O)N 1',4',5',7'-tetrahydrospiro[cyclopropane-1,6'-indazole]-3'-carboxamide